(2-amino-6-(2-(aminomethyl)phenyl)imidazo[1,2-a]pyridin-3-yl)((1S,2S)-2-fluorocyclopropyl)methanone NC=1N=C2N(C=C(C=C2)C2=C(C=CC=C2)CN)C1C(=O)[C@H]1[C@H](C1)F